C(C)N(C(=O)[C@H]1CN(C)[C@@H]2CC3=CN(C4=CC=CC(C2=C1)=C34)S(=O)(=O)C3CC3)CC 1-cyclopropanesulfonyl-lysergic acid diethylamide